ClC1=NC=C(C(=C1)C1=C(C=NC(=C1)C)C(=O)NC=1SC2=C(N1)CN(C2)C(C2=CC(=NC=C2C)C)=O)OC 2'-Chloro-N-(5-(2,5-dimethyl-isonicotinoyl)-5,6-dihydro-4H-pyrrolo[3,4-d]thiazol-2-yl)-5'-methoxy-6-methyl-[4,4'-bipyridine]-3-carboxamide